1-(6-azaspiro[3.4]octan-2-yloxy)-7-benzyloxy-4-(4-fluorophenyl)-3-isopropyl-isoquinoline C1C(CC12CNCC2)OC2=NC(=C(C1=CC=C(C=C21)OCC2=CC=CC=C2)C2=CC=C(C=C2)F)C(C)C